ClCOC(=O)OC1CCC(CC1)C(=O)OC(C)(C)C tert-Butyl (1r,4r)-4-{[(chloromethoxy)carbonyl]oxy}cyclohexane-1-carboxylate